4-(4-acryloyloxybutoxy)benzoic acid C(C=C)(=O)OCCCCOC1=CC=C(C(=O)O)C=C1